S1C(=NC=C1)N1C(C=CC=C1)=O thiazolyl-2(1H)-pyridone